C1(=CC=CC=C1)P(CCCP(C1=CC=CC=C1)C1=CC=CC=C1)C1=CC=CC=C1 [3-(diphenylphosphanyl)propyl]diphenylphosphane